CN(S(=O)(=O)C(C(F)(F)F)(F)F)CC N-methyl-N-ethyl-pentafluoroethyl-sulfonamide